C[C@H]1[C@@H](C2=NC=CC=C2OC2=C1C=CC=C2)CNC |o1:1,2| ((10S*,11R*)-10-methyl-10,11-dihydrobenzo[6,7]oxepino[3,2-b]pyridin-11-yl)-N-methylmethanamine